Zirconium tetraoxide [O-2].[O-2].[O-2].[O-2].[Zr+4].[Zr+4]